2-chloro-4-(dibenzo[b,d]thiophene-1-yl)-6-phenyl-1,3,5-triazine ClC1=NC(=NC(=N1)C1=CC=CC=2SC3=C(C21)C=CC=C3)C3=CC=CC=C3